C(C)OC(=O)C=1C(C=C2N(C(CN3N=C4C(=CC=CC4=C32)OCCCOCCOC)C(C)(C)C)C1)=O 6-(tert-butyl)-10-(3-(2-methoxyethoxy)propoxy)-2-oxo-6,7-dihydro-2H-pyrido[2',1':3,4]pyrazino[1,2-b]indazole-3-carboxylic acid ethyl ester